NC1=NC=2C=CC=NC2C2=C1N=C(N2CCCCNC(CCCNC(=N)N)=O)CCCC N-(4-(4-amino-2-butyl-1H-imidazo[4,5-c][1,5]naphthyridin-1-yl)butyl)-4-guanidinobutyramide